C(C)(=O)O[C@H]([C@@H](COC(C)=O)OC(C)=O)[C@@H]1O[C@@](C[C@@H]([C@H]1NC(COC(C)=O)=O)OC(C)=O)(C(=O)OC)Cl (1S,2R)-1-((2R,3R,4S,6R)-4-acetoxy-3-(2-acetoxyacetamido)-6-chloro-6-(methoxycarbonyl)tetrahydro-2H-pyran-2-yl)propane-1,2,3-triyl triacetate